[N+](=O)([O-])C1=CC(=CC=2OC[C@H](NC21)C2CCOCC2)S(=O)(=O)NC(C2=CC=CC=C2)=O N-(((R)-5-nitro-3-(tetrahydro-2H-pyran-4-yl)-3,4-dihydro-2H-benzo[b][1,4]oxazin-7-yl)sulfonyl)benzamide